N-Phenyluracil C1(=CC=CC=C1)N1C(=O)NC(=O)C=C1